2',4',6-triisopropylbiphenyl C(C)(C)C1=C(C=CC(=C1)C(C)C)C1=CC=CC=C1C(C)C